(2S,3S,4S,5S,6R)-3,4,5-tris[(3,4-dimethoxyphenyl)methoxy]-6-(4-methoxyphenoxy)tetrahydropyran-2-carbaldehyde COC=1C=C(C=CC1OC)CO[C@@H]1[C@H](O[C@@H]([C@H]([C@H]1OCC1=CC(=C(C=C1)OC)OC)OCC1=CC(=C(C=C1)OC)OC)OC1=CC=C(C=C1)OC)C=O